N-(2-Cyano-3'-methoxybiphenyl-3-yl)-4,5,6,7-tetrahydrothiazolo[5,4-c]pyridin-2-carboxamid C(#N)C1=C(C=CC=C1NC(=O)C=1SC=2CNCCC2N1)C1=CC(=CC=C1)OC